N1C(=NC2=C1C=CC=C2)[C@@H]2[C@H](C2)C(=O)N[C@H]2CN(C(C2)=O)C=2C=NC(=CC2)C(F)(F)F (1S,2S)-2-(1H-benzo[d]imidazol-2-yl)-N-((R)-5-oxo-1-(6-(trifluoromethyl)pyridin-3-yl)pyrrolidin-3-yl)cyclopropane-1-carboxamide